4-(((1r,4r)-4-aminocyclohexyl)amino)-6-(1H-imidazol-1-yl)-1-methylquinolin-2(1H)-one NC1CCC(CC1)NC1=CC(N(C2=CC=C(C=C12)N1C=NC=C1)C)=O